C(C)OC(CCCCCCCNC1CCC(CC1)C(=O)[O-])=O (1r,4r)-4-[(8-ethoxy-8-oxooctyl)amino]cyclohexane-1-carboxylate